(R)-6-(1-(4-fluorophenyl)ethyl)-5-((2-(pyrrolidin-1-yl)ethyl)amino)-N-(tetrahydro-2H-pyran-4-yl)pyrazine-2-carboxamide (2,2,6,6-tetramethyl-4-piperidyl)butane-1,2,3,4-tetracarboxylate CC1(NC(CC(C1)OC(=O)CC(C(CC(=O)O)C(=O)O)C(=O)O)(C)C)C.FC1=CC=C(C=C1)[C@@H](C)C1=C(N=CC(=N1)C(=O)NC1CCOCC1)NCCN1CCCC1